P(O)(=O)(OP(=O)(O)OP(=O)(O)O)OC[C@@H]1[C@H]([C@H]([C@@H](O1)N1C=NC=2C(=O)NC(N)=NC12)O)OC 3'-methoxy-3'-deoxyguanosine-5'-triphosphate